N1=C(N=CC=C1)C1(CC1)NC(=O)[C@@H]1CN(CC[C@H]1NC(=O)C1=NOC(=C1F)C1=C(C=C(C=C1)F)F)CC1CC1 (3R,4R)-1-Cyclopropylmethyl-4-{[5-(2,4-difluoro-phenyl)-4-fluoro-isoxazole-3-carbonyl]-amino}-piperidine-3-carboxylic acid (1-pyrimidin-2-yl-cyclopropyl)-amide